(S)-N-(8,9-difluoro-6-oxo-1,2,3,4,5,6-hexahydrobenzo[c][1,7]naphthyridin-1-yl)-7-(difluoromethyl)-N-methylindolizine-2-carboxamide FC=1C(=CC2=C(C(NC=3CNC[C@H](C23)N(C(=O)C=2C=C3C=C(C=CN3C2)C(F)F)C)=O)C1)F